(1S,3R)-N1-(4-iodo-5-methylpyridin-2-yl)-N3-methylcyclohexane-1,3-dicarboxamide IC1=CC(=NC=C1C)NC(=O)[C@@H]1C[C@@H](CCC1)C(=O)NC